ClC=1C=CC(=C(C1)C1=C(NC=2C1=NC=CC2)C2=C(C=NC=C2)OC[C@H]2N(CCC2)C(C=C)=O)F 1-{(2S)-2-[({4-[3-(5-chloro-2-fluorophenyl)-1H-pyrrolo[3,2-b]pyridin-2-yl]pyridin-3-yl}oxy)methyl]pyrrolidin-1-yl}prop-2-en-1-one